(Z)-3,7-diethyl-6-hydroxy-3,7-dimethyl-non-5-en-4-one C(C)C(CC)(C(\C=C(\C(CC)(C)CC)/O)=O)C